ClC=1C=C(C(=NC1)COC1=CC=CC(=N1)C1=CC(=C(CC2=NC3=C(N2[C@@H]2COCC2(C)C)C=C(C=C3F)C(=O)O)C=C1F)F)F (S)-2-(4-(6-((5-chloro-3-fluoropyridin-2-yl)methoxy)pyridin-2-yl)-2,5-difluorobenzyl)-1-(4,4-dimethyltetrahydrofuran-3-yl)-4-fluoro-1H-benzo[d]imidazole-6-carboxylic acid